tert-butyl rac-(1S,2S,5R)-2-(hydroxymethyl)-3-oxa-6-azabicyclo[3.1.1]heptane-6-carboxylate OC[C@@H]1[C@H]2N([C@@H](CO1)C2)C(=O)OC(C)(C)C |r|